(S)-6-cyclopropyl-N-(3-(1-((2-ethyl-2H-pyrazolo[3,4-b]pyrazin-6-yl)amino)ethyl)-4-fluorophenyl)nicotinamide C1(CC1)C1=NC=C(C(=O)NC2=CC(=C(C=C2)F)[C@H](C)NC=2C=NC=3C(N2)=NN(C3)CC)C=C1